ClC=1C=C(C=C(C1)F)N1C=C(C2=C1N=CN=C2N2C[C@H](N(C[C@@H]2C)C(=O)OC(C)(C)C)C)C2CC2 tert-butyl (2R,5S)-4-(7-(3-chloro-5-fluorophenyl)-5-cyclopropyl-7H-pyrrolo[2,3-d]pyrimidin-4-yl)-2,5-dimethylpiperazine-1-carboxylate